FC(S(=O)(=O)OC1=CC(N(C(=C1)C)C1=C(C=NC=C1C)F)=O)(F)F 3'-fluoro-5',6-dimethyl-2-oxo-2H-[1,4'-bipyridin]-4-yl trifluoromethanesulfonate